BrC=1C=[N+](C=C(C1)C(N(CC)CC)=O)[O-] 3-bromo-5-(diethylcarbamoyl)pyridine 1-oxide